C[Si](O[Si](C)(C)C)(O[Si](C)(C)C)CCCNC1=NC=NC=N1 6-[(3-{1,3,3,3-tetramethyl-1-[(trimethylsilyl)-oxy]disiloxanyl}propyl)amino]-s-triazine